1-(2-acetylhydrazine-1-carbonyl)-N-(2-fluoro-5-(pyridazin-3-yl)-4-(trifluoromethyl)phenyl)-3-methyl-6-azabicyclo[3.1.1]heptane-6-carboxamide C(C)(=O)NNC(=O)C12CC(CC(N1C(=O)NC1=C(C=C(C(=C1)C=1N=NC=CC1)C(F)(F)F)F)C2)C